ClC1=CC2=C(C=N1)C(=NN2C2OCCCC2)N2CC(C(C2)C)N(C)CC2=CC=C(C=C2)OC 1-(6-chloro-1-(tetrahydro-2H-pyran-2-yl)-1H-pyrazolo[4,3-c]pyridin-3-yl)-N-(4-methoxybenzyl)-N,4-dimethylpyrrolidin-3-amine